C(C1=CC=CC=C1)OC1=CC=C(C=C1)C[C@@H](CN)OC (2S)-3-[4-(benzyloxy)phenyl]-2-methoxypropan-1-amine